dimethyl-3,4,7,8-tetrahydro-2H-cyclopenta[4,5]pyrrolo[1,2-a]pyrazin-1(6H)-one CC1N(C(C=2N(C1)C1=C(C2)CCC1)=O)C